CC1=C(C=NN1)C=1N=C(C2=C(N1)C=NC=C2)N2CCC1(CCN(C1)[C@@H]1[C@H](CC1)O)CC2 (1S,2S)-2-(8-(2-(5-methyl-1H-pyrazol-4-yl)pyrido[3,4-d]pyrimidin-4-yl)-2,8-diazaspiro[4.5]decan-2-yl)cyclobutan-1-ol